Cl.CN1C2CC(CC1CC2)NC2=NN1C(S2)=NC(=C1)C1=C(C=C(C=C1)C=1C=NNC1)O 2-(2-{[(3-exo)-8-methyl-8-azabicyclo[3.2.1]oct-3-yl]amino}imidazo[2,1-b][1,3,4]thiadiazol-6-yl)-5-(1H-pyrazol-4-yl)phenol hydrochloride